C(C)C=1C(NC=2C=C(C=NC2C1)CN1CC[C@@H](C1)F)=O (3S,4S)-1-((7-ethyl-6-oxo-5,6-dihydro-1,5-naphthyridin-3-yl)methyl)-4-fluoropyrrolidin